N-(1-amino-2-methyl-1-oxopropan-2-yl)-N-(5-chloro-2-fluoro-4-methoxyphenyl)-3-(triisopropyl-silyl)propiolamide Ethyl-4-oxo-5-(p-tolyl)-1,4-dihydropyridazine-3-carboxylate C(C)OC(=O)C1=NNC=C(C1=O)C1=CC=C(C=C1)C.NC(C(C)(C)N(C(C#C[Si](C(C)C)(C(C)C)C(C)C)=O)C1=C(C=C(C(=C1)Cl)OC)F)=O